7-amino-4-ethyl-2,2-dimethyl-3-oxo-3,4-dihydro-2H-benzo[b][1,4]oxazine-6-carboxylic acid methyl ester COC(=O)C1=CC2=C(OC(C(N2CC)=O)(C)C)C=C1N